C[C@H]1[C@H]([C@H](C[C@@H](O1)O[C@H]2C[C@@](CC3=C2C(=C4C(=C3O)C(=O)C5=C(C4=O)C(=CC=C5)OC)O)(C(=O)C)O)N)O.Cl (8S-cis)-8-Acetyl-10-((3-amino-2,3,6-trideoxy-alpha-L-lyxo-hexopyranosyl)oxy)-7,8,9,10-tetrahydro-6,8,11-trihydroxy-1-methoxy-5,12-naphthacenedione hydrochloride